(4-(3-isopropoxyoxetan-3-yl)phenyl)(5-(4-(trifluoromethyl)phenyl)hexahydropyrrolo[3,4-c]pyrrol-2(1H)-yl)methanone C(C)(C)OC1(COC1)C1=CC=C(C=C1)C(=O)N1CC2CN(CC2C1)C1=CC=C(C=C1)C(F)(F)F